CC1=NN=C(S1)SCC1=C(N2C([C@H]([C@H]2SC1)N)=O)C(=O)O (6R,7R)-3-[[(5-methyl-1,3,4-thiadiazol-2-yl)thio]methyl]-7-amino-8-oxo-5-thia-1-azabicyclo[4.2.0]oct-2-ene-2-carboxylic acid